C(#N)CN(C(CCC=1SC(=C(N1)CO)C)=O)C N-(cyanomethyl)-3-(4-(hydroxymethyl)-5-methylthiazol-2-yl)-N-methylpropanamide